(1R)-1-(4-Phenyl-1,3-oxazol-2-yl)-6-azaspiro[2.5]octan-6-sulfonamid C1(=CC=CC=C1)C=1N=C(OC1)[C@@H]1CC12CCN(CC2)S(=O)(=O)N